ethyl 1,2,4-trimethyl-1H-pyrrole-3-carboxylate CN1C(=C(C(=C1)C)C(=O)OCC)C